NC(CN(CC(C)N)CC(C)N)C tri(2-aminopropyl)amine